C(=C)C1(C(C(C(C(=C1C=C)C=C)(C=C)C=C)(C=C)C=C)(C=C)C=C)C=C decavinyl-cyclohexene